C(C)(C)C1=C(C=C(C=C1OC)C=1N=CC2=CC=C(C=C2C1)C(=O)O)OC 3-(4-isopropyl-3,5-dimethoxyphenyl)isoquinoline-6-carboxylic acid